FC1=C(C=C2C=C(N=CC2=C1)NC(OC[C@@H]1NCCCC1)=O)C1=C(C2=C(OCCN2)N=C1)C (R)-Piperidin-2-ylmethyl (7-fluoro-6-(8-methyl-2,3-dihydro-1H-pyrido[2,3-b][1,4]oxazin-7-yl)isoquinolin-3-yl)carbamate